C(C1=CC=CC=C1)(=O)NS(=O)(=O)C=1C(=C(C=CC1)SC=1N=CC(=NC1)N1CCC(CC1)(C)CNC(OC(C)(C)C)=O)Cl tert-butyl ((1-(5-((3-(N-benzoylsulfamoyl)-2-chlorophenyl)thio)pyrazin-2-yl)-4-methylpiperidin-4-yl)methyl)carbamate